C(CCCCCCC\C=C/C\C=C/CCCCC)(=O)OC(COC(CCCCCCC\C=C/C\C=C/CCCCC)=O)COC(CCCCCCC\C=C/C\C=C/CCCCC)=O 1,3-bis[(9Z,12Z)-octadeca-9,12-dienoyloxy]propan-2-yl (9Z,12Z)-octadeca-9,12-dienoate